C(#N)C1=C(C(=O)OC)C=CC(=C1)N1C[C@@H](CC1)C=O methyl (R)-2-cyano-4-(3-formylpyrrolidin-1-yl)benzoate